FC=1C(=CC(=NC1)OC)C1=NC(=NN1COCC[Si](C)(C)C)C(=O)N1CCC(CC1)C(=O)[O-] 1-[5-(5-fluoro-2-methoxypyridin-4-yl)-1-[[2-(trimethylsilyl)ethoxy]methyl]-1,2,4-triazole-3-carbonyl]piperidine-4-carboxylate